tert-butyl (2-(4-iodophenyl)cyclopropyl)carbamate IC1=CC=C(C=C1)C1C(C1)NC(OC(C)(C)C)=O